S(=O)(=O)(O)OS(=O)(=O)O.N(=NC(C(=N)N)(C)C)C(C(=N)N)(C)C 2,2'-azobis(2-methylpropionamidine) disulfate